N1=CC=CC2=CC=CC(=C12)S(=O)(=O)N1C2=C(SCC1)C(=CN=C2)C2=CC=C(C#N)C=C2 4-(4-(Quinolin-8-ylsulfonyl)-3,4-dihydro-2H-pyrido[4,3-b][1,4]thiazin-8-yl)benzonitrile